salicylate (SALICYL SALICYLATE) C(C=1C(O)=CC=CC1)OC=1C(C(=O)O)=CC=CC1.C(C=1C(O)=CC=CC1)(=O)O